2-chloro-4-iodo-N-[(1s,4s)-4-{[6-chloro-2-(trifluoromethyl)quinolin-4-yl]amino}cyclohexyl]pyridine-3-carboxamide ClC1=NC=CC(=C1C(=O)NC1CCC(CC1)NC1=CC(=NC2=CC=C(C=C12)Cl)C(F)(F)F)I